OC1=C(C=CC(=C1)OCCC)C1=NC(=NC(=N1)C1=C(C=C(C=C1)OCCC)O)C1=C(C=C(C=C1)C)C 2,4-bis(2-hydroxy-4-propoxy-phenyl)-6-(2,4-dimethylphenyl)-1,3,5-triazine